BrC1=CC=C(CN(C(=O)[C@H]2CN(CCC2)C=2C=C(OC(C(=O)N3CCN(CC3)C(=O)OC(C)(C)C)(C)C)C=CC2)C2CC2)C=C1 tert-butyl (R)-4-(2-(3-(3-((4-bromobenzyl)(cyclopropyl)carbamoyl)piperidin-1-yl)phenoxy)-2-methylpropanoyl)piperazine-1-carboxylate